C(C)C(CN1C(=C(C(C2=C(C=C(C=C12)OCC1=CC=CC=C1)OCC1=CC=CC=C1)=O)OCC1=CC=CC=C1)C1=CC(=C(C(=C1)OCC1=CC=CC=C1)OCC1=CC=CC=C1)OCC1=CC=CC=C1)CCCC N-(2-ethylhexyl)-2-(3,4,5-tribenzyloxyphenyl)-3,5,7-tribenzyloxyquinolin-4-one